C(C1=CC=CC=C1)OC(=O)NCC1=C(C=C(C=C1)C1=NC=NN2C1=CC(=C2)C2CN(C2)C(=O)OC(C)(C)C)C tert-butyl 3-(4-(4-((((benzyloxy)carbonyl)amino)methyl)-3-methylphenyl)pyrrolo[2,1-f][1,2,4]triazin-6-yl)azetidine-1-carboxylate